(1H-benzo[d]imidazol-5-yl)-4-((3-chloro-1,4-dioxido-1,4-dihydronaphthalen-2-ylamino)methyl)benzamide N1C=NC2=C1C=CC(=C2)C2=C(C(=O)N)C=CC(=C2)CNC=2C(C1=CC=CC=C1C(C2Cl)[O-])[O-]